2,6-bis(hydroxymethyl)-4-t-butoxyphenol OCC1=C(C(=CC(=C1)OC(C)(C)C)CO)O